[(7-bromo-3-oxo-2,3-dihydro-1H-inden-4-yl)oxy]-N,N-dimethylformamide BrC=1C=CC(=C2C(CCC12)=O)OC(=O)N(C)C